COC1=C(CN2C[C@H]([C@H](C2=O)C)C(=O)OCC)C=CC(=C1)OC ethyl (cis)-1-(2,4-dimethoxybenzyl)-4-methyl-5-oxopyrrolidine-3-carboxylate